2-(4-((6-cyano-2-((7-methyl-5-(methylsulfonyl)-1H-indol-4-yl)methyl)-2H-indazol-7-yl)oxy)-piperidin-1-yl)acetic acid C(#N)C=1C=CC2=CN(N=C2C1OC1CCN(CC1)CC(=O)O)CC1=C2C=CNC2=C(C=C1S(=O)(=O)C)C